tert-butyl ((4-(2-(4,4-difluoropiperidin-1-yl)-5-(piperidin-1-yl)nicotinamido)pyridin-2-yl)sulfonyl)carbamate FC1(CCN(CC1)C1=C(C(=O)NC2=CC(=NC=C2)S(=O)(=O)NC(OC(C)(C)C)=O)C=C(C=N1)N1CCCCC1)F